4-(2-(2-chloro-5-(trifluoromethyl)phenyl)Azol-5-yl)benzoic acid ClC1=C(C=C(C=C1)C(F)(F)F)C=1NC(=CC1)C1=CC=C(C(=O)O)C=C1